tert-butyl-α-(p-toluenesulfonyloxy)-acetic acid methyl ester COC(C(OS(=O)(=O)C1=CC=C(C)C=C1)C(C)(C)C)=O